N-(3-(5-methylbenzo[d]oxazol-2-yl)phenyl)-2-(4-butoxyphenyl)acetamide CC=1C=CC2=C(N=C(O2)C=2C=C(C=CC2)NC(CC2=CC=C(C=C2)OCCCC)=O)C1